octenoyl-hydroxyamide C(C=CCCCCC)(=O)[N-]O